N-isopropyl-1,1-bis(3-(tributylsilyl)phenyl)phosphanamine C(C)(C)NP(C1=CC(=CC=C1)[Si](CCCC)(CCCC)CCCC)C1=CC(=CC=C1)[Si](CCCC)(CCCC)CCCC